C(C1=CC=CC=C1)(=O)C(CC(C#N)(C)C)(C#CC1=CC=CC=C1)C 4-benzoyl-2,2,4-trimethyl-6-phenyl-5-hexynenitrile